C(C)(C)(C)NC(C1=CC(=CC(=C1)C=1N(N=CC1)C(C)C)[N+](=O)[O-])=O N-tert-butyl-3-nitro-5-(2-propan-2-yl-pyrazol-3-yl)-benzamide